FCC1=C(C=C(C=C1CF)CF)O 2,3,5-trifluoromethylphenol